5-(3-(ethylsulfonyl)phenyl)-3,8-dimethyl-N-(1-methylpiperidin-4-yl)-9H-pyrido[2,3-b]indole-7-carboxamide C(C)S(=O)(=O)C=1C=C(C=CC1)C1=C2C3=C(NC2=C(C(=C1)C(=O)NC1CCN(CC1)C)C)N=CC(=C3)C